ClC=1C=C(C#N)C=CC1N1CCN(CC1)CC1=C(C=C(C=C1)CNC1=C2C(N(C(C2=CC=C1)=O)C1C(NC(CC1)=O)=O)=O)C 3-chloro-4-(4-(4-((2-(2,6-dioxopiperidin-3-yl)-1,3-dioxoisoindolin-4-ylamino)methyl)-2-methylbenzyl)piperazin-1-yl)benzonitrile